methyl-diphenyl-silicon acetate C(C)(=O)[O-].C[Si+](C1=CC=CC=C1)C1=CC=CC=C1